(1-methyl-1,4,5,7-tetrahydro-6H-pyrazolo[3,4-c]pyridin-6-yl)methanone CN1N=CC2=C1CN(CC2)C=O